2-(5-methyl-[1,1'-biphenyl]-2-yl)-1H-pyrrole CC=1C=CC(=C(C1)C1=CC=CC=C1)C=1NC=CC1